tert-butyl (7-bromo-2-((tert-butoxycarbonyl)(furan-2-ylmethyl)amino)imidazo[2,1-f][1,2,4]triazin-4-yl)(tert-butoxycarbonyl)carbamate BrC1=CN=C2C(=NC(=NN21)N(CC=2OC=CC2)C(=O)OC(C)(C)C)N(C(OC(C)(C)C)=O)C(=O)OC(C)(C)C